F[C@@H]1CN(C[C@H]1NC(C=C)=O)C1=NC(=C2N=CN(C2=N1)C)NC=1C(=NN(C1)CCCNC(OC(C)(C)C)=O)OC tert-butyl N-[3-[4-[[2-[(3R,4R)-3-fluoro-4-(prop-2-enoylamino)pyrrolidin-1-yl]-9-methyl-purin-6-yl]amino]-3-methoxy-pyrazol-1-yl]propyl]carbamate